(4-fluoro-2-methoxyphenyl){6-[3-(5-fluoro-2-tolyl)-5-methyl-1-pyrazolyl]-2-aza-2-spiro[3.3]heptyl}methanone FC1=CC(=C(C=C1)C(=O)N1CC2(C1)CC(C2)N2N=C(C=C2C)C2=C(C=C(C=C2)F)C)OC